3-(5-(Aminomethyl)pyrimidin-2-yl)piperidine-2,6-dione NCC=1C=NC(=NC1)C1C(NC(CC1)=O)=O